OCC1C(N(CC1)C1=CC=CC=C1)=O 3-(hydroxymethyl)-1-phenylpyrrolidin-2-one